ClC1=C(C=CC(=C1)Cl)C=1CCCC2=C(C1C1=CC=C(C=C1)CC1CN(C1)CCCF)C=C(C=C2F)F 8-(2,4-Dichlorophenyl)-2,4-difluoro-9-(4-((1-(3-fluoropropyl)azetidin-3-yl)methyl)phenyl)-6,7-dihydro-5H-benzo[7]annulen